O=C1NC(CC[C@@H]1N1C(C2=CC=CC(=C2C1=O)OCC(=O)N1CCC(CC1)COC1=CC=C(CNC2=C3N=CN(C3=NC=N2)C2CC(C2)NC(C2=NC(=CC=C2)C)=O)C=C1)=O)=O N-((1s,3s)-3-(6-((4-((1-(2-((2-(2,6-dioxopiperidin-3-yl)-1,3-dioxoisoindolin-4-yl)oxy)acetyl)piperidin-4-yl)methoxy)benzyl)amino)-9H-purin-9-yl)cyclobutyl)-6-methylpicolinamide